CN(C)CC1CCCOCC2CN(CCN2C=2C=3CCN(CC3N=C(O1)N2)C2=CC=CC1=CC=CC=C21)C(=O)OCC2=CC=CC=C2 benzyl 13-[(dimethylamino) methyl]-19-(naphthalen-1-yl)-9,14-dioxa-2,5,16,19,23-pentaazatetracyclo[13.7.1.0^{2,7}.0^{17,22}]tricosa-1(23),15,17(22)-triene-5-carboxylate